1,2-bis-(2-naphthyl)ethane C1=C(C=CC2=CC=CC=C12)CCC1=CC2=CC=CC=C2C=C1